N2-(3,5-dimethylphenyl)-5-(1-isopropyl-1H-pyrazol-4-yl)-N4-(1,2,3,4-tetrahydroisoquinolin-7-yl)pyrimidine-2,4-diamine CC=1C=C(C=C(C1)C)NC1=NC=C(C(=N1)NC1=CC=C2CCNCC2=C1)C=1C=NN(C1)C(C)C